C(#N)C1=C(N=C2N(C1=O)C=C(C=C2[C@@H](C)NC2=C(C(=O)O)C=CC=C2)C)N2CCOCC2 (R)-2-((1-(3-cyano-7-methyl-2-morpholino-4-oxo-4H-pyrido[1,2-a]pyrimidin-9-yl)ethyl)amino)benzoic acid